CCCCCCCCC(CCCCCCCC)C(C(=O)OC(CCl)C1=C(C=C(C=C1)Cl)Cl)CCCCCCN(CCO)CCCCOC(=O)OCCC12CC3CC(CC(C1)C3)C2 2-chloro-1-(2,4-dichlorophenyl)ethanol Heptadecan-9-yl-8-((4-(((2-(adamantan-1-yl)ethoxy)carbonyl)oxy)butyl)(2-hydroxyethyl)amino)octanoate